OC1=C(C=C(C=C1)C(CC)C1=CC(=C(C=C1)O)CC(C)C)CC(C)C 1,1-bis(4-hydroxy-3-i-butylphenyl)propane